sodium dimethyl 4-sulfoisophthalate S(=O)(=O)(O)C1=C(C=C(C(=O)OC)C=C1)C(=O)OC.[Na]